(Z)-1-((4-fluorophenyl)(phenylamino)methylene)-3-phenyl-1,3-dihydro-2H-inden-2-one FC1=CC=C(C=C1)/C(=C\1/C(C(C2=CC=CC=C12)C1=CC=CC=C1)=O)/NC1=CC=CC=C1